N-(thiazol-2-yl)acetamide tert-butyl-(S)-2-(6-((1-formamido-2-methylpropan-2-yl)oxy)naphthalen-2-yl)propanoate C(C)(C)(C)OC([C@@H](C)C1=CC2=CC=C(C=C2C=C1)OC(CNC=O)(C)C)=O.S1C(=NC=C1)NC(C)=O